2,5-bis(7-methoxy-2,2-dimethylchroman-8-yl)selenophene COC1=CC=C2CCC(OC2=C1C=1[Se]C(=CC1)C=1C(=CC=C2CCC(OC12)(C)C)OC)(C)C